Tetramethylethane-1,2-diamine CC(C(N)(C)C)(N)C